N-((2-(4-(7-chloro-1-methyl-2,3-dioxo-2,3-dihydropyrido[2,3-b]pyrazine-4(1H)-yl)piperidin-1-yl)pyrimidin-5-yl)methyl)-N-methyl-4-(trifluoromethyl)benzamide ClC1=CC2=C(N(C(C(N2C)=O)=O)C2CCN(CC2)C2=NC=C(C=N2)CN(C(C2=CC=C(C=C2)C(F)(F)F)=O)C)N=C1